CN1C(N(C(C=C1)=O)C)=O 1,3-dimethylpyrimidin-2,4(1H,3H)-dion